Tricyclo[3.3.1.13,6]decan C12CC3CC(C(CC1)C3)C2